COC(=O)C=1C=CC(=C(C1)/C=C/C1CCN(CC1)C(=O)OC(C)(C)C)C(F)(F)F tert-Butyl 4-{(E)-2-[5-(methoxycarbonyl)-2-(trifluoromethyl)phenyl]ethenyl}piperidine-1-carboxylate